6,7-dihydro-5H-pyrrolo[2,3-d]pyrimidin-4-amine N1=CN=C(C2=C1NCC2)N